1,2,3,4,5-pentamethylcyclopentane rhodium(2+) tetrachloride [Rh-2](Cl)(Cl)(Cl)Cl.CC1C(C(C(C1C)C)C)C